3-(1,4-dimethyl-1H-benzo[d][1,2,3]triazol-5-yl)-3-(3-(((R)-2-ethyl-2,3-dihydro-[1,4]oxazepino[6,7-c]quinolin-4(5H)-yl)methyl)-4-methylphenyl)-2,2-dimethylpropanoic acid methyl ester COC(C(C(C1=CC(=C(C=C1)C)CN1C[C@H](OC2=C(C=NC=3C=CC=CC23)C1)CC)C1=C(C2=C(N(N=N2)C)C=C1)C)(C)C)=O